C(C=C)OC1=CC=C(C=NC2=NNC=N2)C=C1 N-(4-(allyloxy)benzylidene)-1H-1,2,4-triazole-3-amine